NC1=NC(=CC2=C1N(C=N2)C(C)C)C=2C=C1C(=NC2)C(C(N1C1CC(C1)(N1CCCCC1)C)=O)(C)C 6-(4-amino-3-isopropyl-3H-imidazo[4,5-c]pyridin-6-yl)-3,3-dimethyl-1-((1s,3s)-3-methyl-3-(piperidin-1-yl)cyclobutyl)-1,3-dihydro-2H-pyrrolo[3,2-b]pyridin-2-one